(6-(1,1-difluoroethyl)pyridin-2-yl)-N2-isopropyl-N4-(3-(methylsulfonyl)phenyl)-1,3,5-triazine-2,4-diamine FC(C)(F)C1=CC=CC(=N1)C1=NC(=NC(=N1)NC(C)C)NC1=CC(=CC=C1)S(=O)(=O)C